(2-cyclopropylethoxy)-1,3,4-thiadiazol-2-amine C1(CC1)CCOC1=NN=C(S1)N